ClC=1C=C2C(=NN1)NC[C@]1(N2C[C@@H](C1)OC1=NC=C(C(=O)O)C=C1C)C 6-(((6aS,8R)-2-chloro-6a-methyl-5,6,6a,7,8,9-hexahydropyrrolo[1',2':4,5]pyrazino[2,3-c]pyridazin-8-yl)oxy)-5-methylnicotinic acid